FC(C(=O)O)(F)F.C(#N)CC(N1N=CC(=C1)C=1C2=C(N=CN1)NC=C2)C=2C=C(C=C(C#N)C2)C#N 5-{2-cyano-1-[4-(7H-pyrrolo-[2,3-d]pyrimidin-4-yl)-1H-pyrazol-1-yl]ethyl}isophthalonitrile trifluoroacetate